4-(5-chloro-2-(4-chloro-1H-1,2,3-triazol-1-yl)phenyl)-5-fluoropyridin ClC=1C=CC(=C(C1)C1=CC=NC=C1F)N1N=NC(=C1)Cl